2-(2-Fluorophenyl)-5-morpholin-4-ylpyrazolo[1,5-a]pyrimidine-3-carboxylic Acid FC1=C(C=CC=C1)C1=NN2C(N=C(C=C2)N2CCOCC2)=C1C(=O)O